COC1=CC=C(C=C1)NC1=NC=CC(=N1)N1CCC2(CCNC2=O)CC1 8-(2-((4-methoxyphenyl)amino)pyrimidin-4-yl)-2,8-diazaspiro[4.5]decan-1-one